3-[di(tert-butyl)(fluoro)silyl]-5-(carboxymethyl)-2,5-dimethyl-4,5,6,7-tetrahydro-2H-1,2,5-triazainden-5-ium formate C(=O)[O-].C(C)(C)(C)[Si](C=1N(N=C2CC[N+](CC12)(C)CC(=O)O)C)(F)C(C)(C)C